butyl 4-(6-((5-fluoro-4-(8-fluoro-4-(2-fluoropropan-2-yl)-2-methylquinolin-6-yl)pyrimidin-2-yl)amino)pyridin-3-yl)piperazine-1-carboxylate FC=1C(=NC(=NC1)NC1=CC=C(C=N1)N1CCN(CC1)C(=O)OCCCC)C=1C=C2C(=CC(=NC2=C(C1)F)C)C(C)(C)F